(2-(7-phenyl-2,7-diazaspiro[4.4]nonan-2-yl)isonicotinoyl)glycine C1(=CC=CC=C1)N1CC2(CCN(C2)C=2C=C(C(=O)NCC(=O)O)C=CN2)CC1